ClC=1C=CC(=NC1)C1(OC2=C(C=CC=C2C=C1)C1CCNCC1)C 5-chloro-2-[2-methyl-8-(4-piperidinyl)chromen-2-yl]pyridine